N-[2-cyclopropyl-7-(1,5-dimethyl-6-oxopyridin-3-yl)-2,3-dihydro-1-benzofuran-5-yl]ethanesulfonamide C1(CC1)C1OC2=C(C1)C=C(C=C2C2=CN(C(C(=C2)C)=O)C)NS(=O)(=O)CC